[C@H]12CN(C[C@H](CC1)N2)C2=NC(=NC1=C(C(=C(C=C21)F)C2=C(C(=CC=C2)C)C(F)(F)F)F)OC[C@]21CCCN1C[C@@H](C2)F 4-((1R,5S)-3,8-diazabicyclo[3.2.1]octan-3-yl)-6,8-difluoro-2-(((2R,7aS)-2-fluorotetrahydro-1H-pyrrolizin-7a(5H)-yl)methoxy)-7-(3-methyl-2-(trifluoromethyl)phenyl)quinazoline